aluminum-magnesium-platinum [Pt].[Mg].[Al]